O.O.O.[Ca+2].C(CS)(=O)[O-].C(CS)(=O)[O-] thioglycolic acid calcium salt trihydrate